4-[4-(difluoromethoxy)-N-(4-methoxy-3-pyridyl)anilino]cyclohexanecarboxylic acid FC(OC1=CC=C(N(C=2C=NC=CC2OC)C2CCC(CC2)C(=O)O)C=C1)F